diethyl 2-(1,1,1-trifluoro-2-methylpropan-2-yl)malonate FC(C(C)(C)C(C(=O)OCC)C(=O)OCC)(F)F